ClC1=CC=C(S1)C1=NC(=NC=C1)NC=1C=C2C=C(NC2=CC1)C(=O)N1[C@H](CCC1)CO (R)-(5-((4-(5-chlorothiophene-2-yl)pyrimidin-2-yl)amino)-1H-indol-2-yl)(2-(hydroxymethyl)pyrrolidin-1-yl)methanone